N-(2-(6-((4-chlorophenyl)amino)-2-morpholinopyrimidin-4-yl)propan-2-yl)picolinamide ClC1=CC=C(C=C1)NC1=CC(=NC(=N1)N1CCOCC1)C(C)(C)NC(C1=NC=CC=C1)=O